(R)-3-((7-bromo-4-(2-methoxy-4-methylphenyl)phthalazin-1-yl)amino)piperidine-1-carboxylic acid tert-butyl ester C(C)(C)(C)OC(=O)N1C[C@@H](CCC1)NC1=NN=C(C2=CC=C(C=C12)Br)C1=C(C=C(C=C1)C)OC